(S)-4-(4-(3-Cyclohexylmorpholinyl)-2-(1-(2-hydroxy-2-methylpropyl)-1H-pyrazol-4-yl)quinazolin-6-yl)-6-methyl-1,6-dihydro-7H-pyrrolo[2,3-c]pyridin-7-one C1(CCCCC1)[C@@H]1N(CCOC1)C1=NC(=NC2=CC=C(C=C12)C=1C2=C(C(N(C1)C)=O)NC=C2)C=2C=NN(C2)CC(C)(C)O